2-[(6-acetyl-5-ethylsulfanyl-3-pyridyl)oxy]-2-methyl-propionamide methyl-2-amino-4-(2-(((benzyloxy)carbonyl)amino)-3-cyano-5,7-difluorobenzo[b]thiophen-4-yl)-5-chloro-3-fluorobenzoate COC(C1=C(C(=C(C(=C1)Cl)C1=C(C=C(C=2SC(=C(C21)C#N)NC(=O)OCC2=CC=CC=C2)F)F)F)N)=O.C(C)(=O)C2=C(C=C(C=N2)OC(C(=O)N)(C)C)SCC